COC1=CC=C(C=C1)C1=NC2=C(N1C)C=C(C=C2)C2=CC=C(CN1CCC(CC1)N(C)C)C=C2 1-(4-(2-(4-methoxyphenyl)-1-methyl-1H-benzo[d]imidazol-6-yl)benzyl)-N,N-dimethylpiperidin-4-amine